N7-Methyl-Guanosine-5'-Triphosphate P(O)(=O)(OP(=O)(O)OP(=O)(O)O)OC[C@@H]1[C@H]([C@H]([C@@H](O1)N1C=[N+](C=2C(=O)NC(N)=NC12)C)O)O